NC(C(C)(C)NC(=O)C1=C(OC2=C1C=C(C=C2)COC2=C(C=CC=C2)F)C)=O N-(1-amino-2-methyl-1-oxopropan-2-yl)-5-((2-fluorophenoxy)methyl)-2-methylbenzofuran-3-carboxamide